O=C1NC(CCC1N1C(OC2=C1C=CC=C2CC=O)=O)=O 2-(3-(2,6-dioxopiperidin-3-yl)-2-oxo-2,3-dihydrobenzo[d]oxazol-7-yl)acetaldehyde